C(C=C)(=O)N1CCC(CC1)OC=1C=C2C(=NC=NC2=CC1OC)NC=1C=C(C=CC1OC)C=1C=C(SC1)C(=O)NCCC1=CC(=CC=C1)F 4-(3-((6-((1-acryloylpiperidin-4-yl)oxy)-7-methoxyquinazolin-4-yl)amino)-4-methoxyphenyl)-N-(3-fluorophenethyl)thiophen-2-carboxamide